FC(C=1C=C(C=CC1F)C=1C=C2C(=NC1)C=NN2CC(=O)N2C(C(C2)O)C)F [6-[3-(Difluoromethyl)-4-fluoro-phenyl]pyrazolo[4,3-b]pyridin-1-yl]-1-(3-hydroxy-2-methyl-azetidin-1-yl)ethanone